tosyl-3-vinyl-1H-indole S(=O)(=O)(C1=CC=C(C)C=C1)N1C=C(C2=CC=CC=C12)C=C